P(=O)(O)(O)O.FC=1C=C(C=CC1C=1C=NC(=CC1)C=1N=NN(N1)CC)N1C(O[C@H](C1)C(C(F)(F)F)O)=O (R)-3-(3-fluoro-4-(6-(2-ethyl-2H-tetrazol-5-yl)pyridin-3-yl)phenyl)-5-(1-hydroxy-2,2,2-trifluoro-ethyl)oxazolidin-2-one phosphate